N(=NC1(CCCCC1)C(=O)OC)C1(CCCCC1)C(=O)OC dimethyl 1,1'-Azobis(1-cyclohexanecarboxylate)